racemic-2-propyl-succinonitrile C(CC)[C@@H](C#N)CC#N |r|